C(CCC)C1=C(C=CC=C1)OP(OC1=C(C=CC=C1)CCCC)(OC1=C(C=CC=C1)CCCC)=O phosphoric acid tri(butylphenyl) ester